N-((3R,4S)-4-((6-(2,6-dichloro-3,5-di-methoxyphenyl)-8-phenylpyrido[3,4-d]pyrimidin-2-yl)amino)tetrahydro-furan-3-yl)acrylamide ClC1=C(C(=C(C=C1OC)OC)Cl)C1=CC2=C(N=C(N=C2)N[C@H]2[C@H](COC2)NC(C=C)=O)C(=N1)C1=CC=CC=C1